NC1=C(C(=NN1C)CC)C#N 5-Amino-3-ethyl-1-methyl-1H-pyrazole-4-carbonitrile